FC=1C=C2C(=CN(C2=CC1)CCCOC)N1CC2=CC=C(C=C2CC1)C1=CC=CC=C1 N-(5-fluoro-1-(3-methoxypropyl)-1H-indol-3-yl)-6-phenyl-3,4-dihydroisoquinoline